ClC1=NC=CC(=N1)C1=CC=C2CN(C(C2=C1)=O)CC1=NC(=CC=C1)C 6-(2-chloropyrimidin-4-yl)-2-((6-methylpyridin-2-yl)methyl)isoindolin-1-one